1-(4-n-butoxynaphthalen-1-yl)tetrahydrothiophenium trifluoromethanesulfonate FC(S(=O)(=O)[O-])(F)F.C(CCC)OC1=CC=C(C2=CC=CC=C12)[S+]1CCCC1